CC1=C(OC=2CCC3=CN(N=C3C21)CC2=NC=CC=C2)C(=O)NC[C@H]2CN(CCO2)C 8-Methyl-N-{[(2S)-4-methylmorpholin-2-yl]methyl}-2-(pyridin-2-ylmethyl)-4,5-dihydro-2H-furo[2,3-g]indazole-7-carboxamide